N-((2-cyanopyrimidin-4-yl)methyl)-5-(4-(trifluoromethyl)phenyl)-2-naphthamide C(#N)C1=NC=CC(=N1)CNC(=O)C1=CC2=CC=CC(=C2C=C1)C1=CC=C(C=C1)C(F)(F)F